ClC=1C=C(C=CC1)C=1N=C(C2=C(N1)NC=C2N2CCCC2)O (3-chlorophenyl)-5-(pyrrolidin-1-yl)-7H-pyrrolo[2,3-d]pyrimidin-4-ol